2,3-dichloro-5-nitronaphthalene-1,4-dione ClC=1C(C2=CC=CC(=C2C(C1Cl)=O)[N+](=O)[O-])=O